N[C@H]1CN(CCC1)CC=1C=CC(=C(C(=O)NC2=CC=C(C=C2)C2=CC3=C(N=CN=C3N3CCOCC3)N2)C1)OC 5-{[(3R)-3-aminopiperidin-1-yl]methyl}-2-methoxy-N-{4-[4-(morpholin-4-yl)-7H-pyrrolo[2,3-d]pyrimidin-6-yl]phenyl}benzamide